FC=1C(N(C=C(C1)C=1NC2=CC=C(C=C2C1C(C)C)C1CCNCC1)C)=O 3-fluoro-5-(3-isopropyl-5-(piperidin-4-yl)-1H-indol-2-yl)-1-methylpyridin-2(1H)-one